C(C)(=O)OCC1=C(C=CC=C1CNC(=O)C=1N=CN(C1)C1=NC(=NC=C1C)N[C@@H]1COCC1)Cl (S)-2-chloro-6-((1-(5-methyl-2-((tetrahydrofuran-3-yl)amino)-pyrimidin-4-yl)-1H-imidazole-4-carboxamido)-methyl)benzyl acetate